1-(2-(1-methyl-1H-imidazo[1,2-b]pyrazole-7-carbonyl)-2-azaspiro[3.3]heptan-6-yl)-3-(6-(trifluoromethoxy)pyridin-3-yl)urea CN1C=CN2N=CC(=C21)C(=O)N2CC1(C2)CC(C1)NC(=O)NC=1C=NC(=CC1)OC(F)(F)F